BrC=1C=C(C=C(C1)Cl)C1=C(C=CC=C1)S(=O)C 3'-Bromo-5'-chloro-2-(methylsulfinyl)-1,1'-biphenyl